2-(7-((2s,5r)-4-(2-(4-fluorophenyl)propan-2-yl)-2,5-dimethylpiperazin-1-yl)-4-methyl-1-methyl-5-oxo-4,5-dihydro-2H-pyrazolo[4,3-b]Pyridin-2-yl)acetonitrile FC1=CC=C(C=C1)C(C)(C)N1C[C@@H](N(C[C@H]1C)C=1C2=C(N(C(C1)=O)C)CN(N2C)CC#N)C